[I-].CC1(CC=2NC=C[NH+]2)CC(=CC=C1)C 1,3-dimethylbenzylimidazolium iodide